4-Pyridinepropanoic acid, ethyl ester N1=CC=C(C=C1)CCC(=O)OCC